2-chloro-4-methyl-2-trichlorosilyl-1,3-bis(trichlorosilyl)-1,3-diaza-2-silacyclopentane Cl[Si]1(N(CC(N1[Si](Cl)(Cl)Cl)C)[Si](Cl)(Cl)Cl)[Si](Cl)(Cl)Cl